(6R,8aS)-6-{8-amino-1-[4-(1-bicyclo[2.2.2]oct-2-yl-1-hydroxyethyl)phenyl]imidazo[1,5-a]pyrazin-3-yl}hexahydroindolizin-3(2H)-one NC=1C=2N(C=CN1)C(=NC2C2=CC=C(C=C2)C(C)(O)C2C1CCC(C2)CC1)[C@H]1CN2C(CC[C@@H]2CC1)=O